ClC1=CC(=C(C=C1)C=1C2=C(N=C(N1)N1C[C@@H](OCC1)C1=CN=NC(=C1)C)N=C(C(=C2)C)C)F 4-(4-chloro-2-fluorophenyl)-6,7-dimethyl-2-((2S)-2-(6-methyl-4-pyridazinyl)-4-morpholinyl)pyrido[2,3-d]pyrimidine